C(=C)C([Si](C)(C)C)CCCCCCCC vinyl-octyl-tetramethylsilane